tributyl[2-(ethylthio)ethyl]-phosphonium C(CCC)[P+](CCSCC)(CCCC)CCCC